CC1=NOC(=C1C1=CC=C2C(=N1)NC=C2C2=NC(=NC=C2C(F)(F)F)NC2C(CC2)N2CCCC2)C 4-[6-(3,5-dimethylisoxazol-4-yl)-1H-pyrrolo[2,3-b]pyridin-3-yl]-N-(2-pyrrolidin-1-ylcyclobutyl)-5-(trifluoromethyl)pyrimidin-2-amine